tri-(4-ethyl-phenyl)phosphine rac-benzyl-(1-(tert-butyl)-3-((1S,3R,4S)-3-methoxy-4-(((4-nitrophenoxy)carbonyl)oxy)cyclopentyl)-1H-pyrazol-5-yl)carbamate C(C1=CC=CC=C1)N(C(O)=O)C1=CC(=NN1C(C)(C)C)[C@H]1C[C@H]([C@H](C1)OC(=O)OC1=CC=C(C=C1)[N+](=O)[O-])OC.C(C)C1=CC=C(C=C1)P(C1=CC=C(C=C1)CC)C1=CC=C(C=C1)CC |r|